tetrafluoro-2-trifluoromethyl-propyl-[1,3]-dioxolan-2-one FCC(C(C1OC(OC1)=O)(F)F)(C(F)(F)F)F